C(C)(=O)N1CCC(CC1)NCC=1C=CC(=NC1OC)C1=C(C(=NC=C1)C=1C(=C(C=CC1)NC(C1=NC=C(C(=C1)OC)CN1CC(C1)COC)=O)Cl)Cl N-(3-(5-(((1-Acetylpiperidin-4-yl)amino)methyl)-3'-chloro-6-methoxy-[2,4'-bipyridin]-2'-yl)-2-chlorophenyl)-4-methoxy-5-((3-(methoxymethyl)azetidin-1-yl)methyl)picolinamide